1,2-diaminoethanol NC(CN)O